2-Amino-1-(3-(benzylthio)-2,6-dimethylphenyl)-5,6-dimethyl-1H-pyrrolo[2,3-b]pyridine-3-carbonitrile NC1=C(C=2C(=NC(=C(C2)C)C)N1C1=C(C(=CC=C1C)SCC1=CC=CC=C1)C)C#N